C(C)(=O)OCC(=O)N1CC=2C=NC=3C(=C(C=C(C3C2C1)C1=NN(C=C1)C)Cl)Cl 2-(6,7-dichloro-9-(1-methyl-1H-pyrazol-3-yl)-1,3-dihydro-2H-pyrrolo[3,4-c]quinolin-2-yl)-2-oxoethyl acetate